1-[3-(1-hydroxyethyl)-6-[5-[(5-methyl-1,3,4-thiadiazol-2-yl)amino]benzimidazol-1-yl]-2-pyridinyl]-5-methyl-pyrazole-3-carbonitrile OC(C)C=1C(=NC(=CC1)N1C=NC2=C1C=CC(=C2)NC=2SC(=NN2)C)N2N=C(C=C2C)C#N